ClC1=CC=C(C=C1)C1=C(CCC(C1)(C)C)C(=O)N1CCC(CC1)OC=1C=C2CN(C(C2=CC1)=O)C1C(NC(CC1)=O)=O 3-(5-((1-(4'-chloro-5,5-dimethyl-3,4,5,6-tetrahydro-[1,1'-biphenyl]-2-carbonyl)piperidin-4-yl)oxy)-1-oxoisoindolin-2-yl)piperidine-2,6-dione